N1CC(C1)N1C=CC=2C1=NC(=CC2CN2CCCC2)C=2C=C1CN(C(C1=CC2)=O)N2C(CCCC2=O)=O (5-(1-(azetidin-3-yl)-4-(pyrrolidin-1-ylmethyl)-1H-pyrrolo[2,3-b]pyridin-6-yl)-1-oxoisoindolin-2-yl)piperidine-2,6-dione